ClCC1=C(C=CC=C1)NC(=O)NC1=CC(=CC=C1)Br 1-(2-(chloromethyl)phenyl)-3-(3-bromophenyl)urea